O[C@H]1[C@H](O)[C@@H](O)[C@H](O)CO1 beta-xylose